OC1=CC=C(C=C1)C=1C=2N(C=C(C1)C1=CC=C(C=C1)N1CCN(CC1)C)N=CC2C#N 4-(4-hydroxyphenyl)-6-(4-(4-methylpiperazin-1-yl)phenyl)pyrazolo[1,5-a]pyridine-3-carbonitrile